[N-]=C=[Cu]C=1SC=CC1.[Li+] Lithium (azanidylidenemethylidene)(thiophen-2-yl)copper